ClC=1N=C(C=2N=C(N=C(C2N1)NC)NC(C(C)O)C)NC 3-(6-Chloro-4,8-bis(methylamino)pyrimido[5,4-d]pyrimidin-2-ylamino)butan-2-ol